O1CCCC2=CC=C(C=C12)C(=O)NC=1C=C(C(=NC1)C)NC(=O)C=1C=C2C=CC(=NC2=CC1)C N-(5-(Chromane-7-carboxamido)-2-methylpyridin-3-yl)-2-methylquinoline-6-carboxamide